O(NC(NNS(=O)(=O)C1=CC=CC=C1)=O)NC(NNS(=O)(=O)C1=CC=CC=C1)=O 4,4'-oxo-bis(benzenesulfonyl-semicarbazide)